CN(C)C[C@@H]1[C@@H]([C@H]2N1C[C@@H]1[C@H](CN(C2)C(=O)NC2=CC=C(C=C2)OC)OC(O1)(C)C)C1=CC=C(C=C1)C#C (3aS,6aR,7S,8S,10aR)-8-((dimethylamino)methyl)-7-(4-ethynylphenyl)-N-(4-methoxyphenyl)-2,2-dimethylhexahydro-3aH-azeto[1,2-a][1,3]dioxolo[4,5-f][1,4]diazocine-5(4H)-carboxamide